(8R,9R,10S)-N-(4-methoxyphenyl)-10-((3-morpholino-3-oxopropoxy)methyl)-9-(4-(phenylethynyl)phenyl)-1,6-diazabicyclo[6.2.0]decane-6-carboxamide COC1=CC=C(C=C1)NC(=O)N1CCCCN2[C@@H]([C@@H]([C@@H]2C1)C1=CC=C(C=C1)C#CC1=CC=CC=C1)COCCC(=O)N1CCOCC1